N-(6-chloroimidazo[1,2-b]pyridazin-2-yl)-3-fluorotetrahydrofuran-3-carboxamide ClC=1C=CC=2N(N1)C=C(N2)NC(=O)C2(COCC2)F